4-{[(3s,5s)-5-fluoropiperidin-3-yl]amino}-6-[4-(2-hydroxy-2-methylpropyloxy)phenyl]pyrido[3,2-d]pyrimidine-8-carboxamide F[C@H]1C[C@@H](CNC1)NC=1C2=C(N=CN1)C(=CC(=N2)C2=CC=C(C=C2)OCC(C)(C)O)C(=O)N